C1(=CC=CC=C1)C1(C2=CC=CC=C2C=2C=CC(=CC12)C1=NC(=CC(=N1)C=1C=NC=CC1)C1=CC=C(C=C1)C1=CC=C(C=C1)C1=CC=CC=C1)C1=CC=CC=C1 2-(9,9-diphenyl-[9H]fluoren-2-yl)-4-(pyridin-3-yl)-6-([1,1':4',1'']terphenyl-4-yl)-pyrimidine